N-(2-((2-(dimethylamino)ethyl)(methyl)amino)-5-((4-(4-fluoro-1-methyl-1H-indol-3-yl)-5-methoxypyrimidin-2-yl)amino)phenyl)acetamide CN(CCN(C1=C(C=C(C=C1)NC1=NC=C(C(=N1)C1=CN(C2=CC=CC(=C12)F)C)OC)NC(C)=O)C)C